C(C)O[Si](CCC(=O)OCC)(OCC)OCC Ethyl 3-triethoxysilylpropionate